6-(5-(cyclopropylcarbamoyl)-3-fluoro-2-methylphenyl)-N-neopentylnicotinamide C1(CC1)NC(=O)C=1C=C(C(=C(C1)C1=NC=C(C(=O)NCC(C)(C)C)C=C1)C)F